(-)-1,2-cyclohexanediamine platinum(II) [Pt+2].C1(C(CCCC1)N)N